ClC=1C=C(C=CC1C(F)(F)F)N(C(=O)NCC=1C=C2CN(C(C2=CC1)=O)C1C(NC(CC1)=O)=O)CC(C(C(C)(C)C)=O)=C 1-[3-chloro-4-(trifluoromethyl)phenyl]-1-(4,4-dimethyl-2-methylene-3-oxo-pentyl)-3-[[2-(2,6-dioxo-3-piperidyl)-1-oxo-isoindolin-5-yl]methyl]urea